3,5-dicyclopropyl-1-methyl-1H-pyrazole C1(CC1)C1=NN(C(=C1)C1CC1)C